Pyro-phosphat [O-]P([O-])(=O)OP(=O)([O-])[O-]